2-ethylhexyl-[[2-[bis(tert-butoxycarbonyl) amino]-3-chloro-4-pyridinyl] mercapto] propanoate C(CC)(=O)OSC1=C(C(=NC=C1CC(CCCC)CC)N(C(=O)OC(C)(C)C)C(=O)OC(C)(C)C)Cl